(2S,4R)-1-((S)-2-(5-fluoro-1-oxoisoindolin-2-yl)-3-methylbutanoyl)-4-hydroxy-N-(4-(4-methylthiazol-5-yl)benzyl)pyrrolidine-2-carboxamide FC=1C=C2CN(C(C2=CC1)=O)[C@H](C(=O)N1[C@@H](C[C@H](C1)O)C(=O)NCC1=CC=C(C=C1)C1=C(N=CS1)C)C(C)C